CC=1C(=CC=2C(CCC(C2C1)(C)C)(C)C)C(=C)C1=CC=C(C(=O)O)C=C1 4-(1-(3,5,5,8,8-pentamethyl-5,6,7,8-tetrahydro-2-naphthalenyl)vinyl)benzoic acid